((2-chloro-5-iodopyridin-4-yl)amino)-2,2-dimethylpropan-1-ol ClC1=NC=C(C(=C1)NC(C(C)(C)C)O)I